(7R,8aS)-7-(2,3-dichloro-6-hydroxyphenyl)-2-[(2R,3R)-rel-1,3-dihydroxybutan-2-yl]-hexahydropyrrolo[1,2-a]pyrazin-4-one ClC1=C(C(=CC=C1Cl)O)[C@H]1C[C@@H]2N(C(CN(C2)[C@H](CO)[C@@H](C)O)=O)C1 |o1:17,20|